((R)-2-(2,6-Difluorophenyl)pyrrolidin-1-yl)-N-((R,E)-4-(methylsulfonyl)but-3-en-2-yl)pyrazine-2-carboxamide FC1=C(C(=CC=C1)F)[C@@H]1N(CCC1)C=1C(=NC=CN1)C(=O)N[C@H](C)\C=C\S(=O)(=O)C